C(=C)CC(C(=O)[O-])(C)C Vinylpivalat